isopropyl (S)-6-diazo-2-(2-(ethylthio)acetamido)-5-oxohexanoate [N+](=[N-])=CC(CC[C@@H](C(=O)OC(C)C)NC(CSCC)=O)=O